C1(=CC=CC=C1)C(\C=C(/C)\C1=CC=CC=C1)O (E)-1,3-diphenylbut-2-en-1-ol